1-(3-bromo-4-pyridyl)ethanone BrC=1C=NC=CC1C(C)=O